o-tolylacetic acid methyl ester COC(CC1=C(C=CC=C1)C)=O